(2-chloro-5-fluoropyrimidine-4-yl)methanol ClC1=NC=C(C(=N1)CO)F